3-(trimethoxysilyl)propylmethyldi(decyl)ammonium chloride [Cl-].CO[Si](CCC[N+](CCCCCCCCCC)(CCCCCCCCCC)C)(OC)OC